C(#N)C(CC1=CC=C(C=C1)C=1C=NC(=CC1)C#N)C1(OCCCNC1)C(=O)N 1-Cyano-2-[4-(6-cyanopyridin-3-yl)phenyl]ethyl-1,4-oxazepane-2-carboxamide